ClC=1C=C(OCC(=O)N(CC=2SC=CC2)C2=NC=CC=C2)C=CC1 2-(3-chlorophenoxy)-N-(pyridin-2-yl)-N-(thiophen-2-ylmethyl)acetamide